The molecule is a bisbenzylisoquinoline alkaloid that is 1',2',3',4'-tetradehydroberbaman which has been substituted by a methyl group at position 2, methoxy groups at positions 6, 6', 7, and 12, and an oxo group at the 15' position. Isolated from Stephania tetrandra. It has a role as a plant metabolite. It is a bisbenzylisoquinoline alkaloid, a macrocycle and an aromatic ether. CN1CCC2=CC(=C(C3=C2C1CC4=CC(=C(C=C4)OC)OC5=CC=C(C=C5)C(=O)C6=NC=CC7=CC(=C(O3)C=C76)OC)OC)OC